(S)-3-((S)-2-amino-3-(benzo[d]thiazol-2-yl)-3-oxopropyl)pyrrolidin-2-one hydrochloride Cl.N[C@@H](C[C@H]1C(NCC1)=O)C(=O)C=1SC2=C(N1)C=CC=C2